1-(6-bromo-2-oxo-benzo[cd]indol-1(2H)-yl)-3-azabicyclo[3.1.1]heptane-2,4-dione BrC=1C=2C3=C(C(N(C3=CC1)C13C(NC(C(C1)C3)=O)=O)=O)C=CC2